methyl (2-fluoro-4-((6-(((3R,4S)-3-hydroxytetrahydro-2H-pyran-4-yl)carbamoyl)-methoxy-2,3-dihydro-1H-inden-4-yl)methyl)-benzamido)acetate FC1=C(C(=O)NCC(=O)OC)C=CC(=C1)CC1=C2CCC(C2=CC(=C1)C(N[C@@H]1[C@H](COCC1)O)=O)OC